C(C)(C)(CC)O[C@H](C(=O)OCCC)C Propyl (S)-2-(tert-pentyloxy)propanoate